CC(CCOC1=CC=C(C=C1)[C@@H](CC(=O)O)C#CC)(C)C (3R)-3-[4-(3,3-dimethylbutoxy)phenyl]hex-4-ynoic acid